(5-(difluoromethyl)-1-methyl-1H-1,2,4-triazol-3-yl)methanol FC(C1=NC(=NN1C)CO)F